4-biphenylbenzamide C1(=CC=C(C=C1)C1=CC=CC=C1C(=O)N)C1=CC=CC=C1